FCC1(CCNCC1)CF 4,4-difluoromethylpiperidine